NCCCC[C@H](C(=O)N1CCC(CC1)(CNC(C)=O)CC(N)=O)NC([C@@H](CC(C)C)NC[C@@H](CC1=CC=CC=C1)NCC(CC1=CC=CC=C1)N)=O (2R)-N-[(2R)-6-amino-1-[4-(carbamoylmethyl)-4-(acetamidomethyl)piperidin-1-yl]-1-oxohex-an-2-yl]-2-[(2R)-2-(2-amino-3-phenylpropylamino)-3-phenylpropylamino]-4-methylpentanamide